NCCCCCSC1=C(C=NC2=CC(=C(C=C12)OC)OC)C#N 4-(5-aminopentyl)thio-6,7-dimethoxyquinoline-3-carbonitrile